ethyl 2-(chloromethyl)-3-{[(2S)-oxetan-2-yl]methyl}-7-methoxybenzo[d]imidazole-5-carboxylate ClCC=1N(C2=C(N1)C(=CC(=C2)C(=O)OCC)OC)C[C@H]2OCC2